1-((2R,3S,4R,5S)-4-((tert-butyldimethylsilyl)oxy)-3-fluoro-5-(hydroxymethyl)-5-(hydroxymethyl-d2)tetrahydrofuran-2-yl)-5-fluoropyrimidine-2,4(1H,3H)-dione [Si](C)(C)(C(C)(C)C)O[C@H]1[C@@H]([C@@H](O[C@]1(C([2H])([2H])O)CO)N1C(NC(C(=C1)F)=O)=O)F